7-[(1R)-2-fluoro-1-methyl-ethoxy]-2-(1-methyl-2-oxabicyclo[2.1.1]hexan-4-yl)imidazo[1,2-a]pyridine-6-carboxylic acid FC[C@H](OC1=CC=2N(C=C1C(=O)O)C=C(N2)C21COC(C2)(C1)C)C